C(#N)COC(=O)C1=NC(=C(C(=C1Cl)N)F)C1=CC=C2C=CNC2=C1F.FC=1C=C(C=C(C1)F)CC(C)=O 1-(3,5-difluorophenyl)propan-2-one Cyanomethyl-4-amino-3-chloro-5-fluoro-6-(7-fluoro-1H-indol-6-yl)pyridin-2-carboxylate